5-bromo-4'-fluoro-3-iodo-[1,1'-biphenyl]-2-ol BrC1=CC(=C(C(=C1)C1=CC=C(C=C1)F)O)I